BrC1=CC(NC=C1OC1=C(C=C(C=C1C)F)C)=O 4-bromo-5-(4-fluoro-2,6-dimethylphenoxy)pyridin-2(1H)-one